C(#N)C=1C=CC2=CN(N=C2C1OC1CC(C1)N(CC(=O)O)C)CC1=C2C=CNC2=C(C=C1OC)C N-(3-((6-cyano-2-((5-methoxy-7-methyl-1H-indol-4-yl)methyl)-2H-indazol-7-yl)oxy)-cyclobutyl)-N-methylglycine